FURFURYL 3-METHYLBUTANOATE CC(CC(=O)OCC1=CC=CO1)C